FC(C1=NC(=NO1)C=1C=CC=2N(C1)C=CN2)(F)F 6-(5-(trifluoromethyl)-1,2,4-oxadiazol-3-yl)imidazo[1,2-a]pyridin